2,3-dichloro-5-nitroPyridine ClC1=NC=C(C=C1Cl)[N+](=O)[O-]